FC(C)(OC[C@H]1C[C@@H](CN1C(C=C)=O)N1N=C(C(=C1NC)C(=O)N)C#C)F 1-[(3S,5R)-5-[(1,1-difluoroethoxy)methyl]-1-(prop-2-enoyl)pyrrolidin-3-yl]-3-ethynyl-5-(methylamino)pyrazole-4-carboxamide